2-(spiro[chroman-4,1'-cyclopropane]-7-yl)acetic acid C12(CC1)CCOC1=CC(=CC=C12)CC(=O)O